1-cyclobutyl-2-(3-(5-fluoropyridin-2-yl)-5-(hydroxymethyl)-1H-pyrazol-1-yl)ethanol C1(CCC1)C(CN1N=C(C=C1CO)C1=NC=C(C=C1)F)O